C(#N)C=1C(=C2C(=NC1)NC=C2)NC2CC=1N(CC2)C=C(N1)C#N 7-((5-cyano-1H-pyrrolo[2,3-b]pyridin-4-yl)amino)-5,6,7,8-tetrahydroimidazo[1,2-a]pyridine-2-carbonitrile